Cl.NC(C(=O)N1CCN(CC1)C(=O)NC1=NC(N(C=C1)C1=CC=2CCC(CC2C=C1)N[C@H]1C[C@@H](CC1)N)=O)(C)C 4-(2-amino-2-methylpropionyl)-N-(1-(6-(((1R,3R)-3-aminocyclopentyl)amino)-5,6,7,8-tetrahydronaphthalen-2-yl)-2-oxo-1,2-dihydropyrimidin-4-yl)piperazine-1-carboxamide hydrochloride